FC(C(=O)O)(F)F.N[C@H]1[C@H](CCC1)C(=O)OCC Ethyl (1S,2R)-2-aminocyclopentanecarboxylate Trifluoroacetic Acid Salt